(2-amino-6-(1H-pyrrolo[2,3-b]pyridin-5-yl)imidazo[1,2-a]pyridin-3-yl)(pyrrolidin-3-yl)methanone NC=1N=C2N(C=C(C=C2)C=2C=C3C(=NC2)NC=C3)C1C(=O)C1CNCC1